[Si](C)(C)(C(C)(C)C)OCC1=NC=CC(=C1)C1(CC(C1)C1=CC(=CC=C1)OC)O 1-(2-(((tert-Butyldimethylsilyl)oxy)methyl)pyridin-4-yl)-3-(3-methoxyphenyl)cyclobutan-1-ol